4'-chloro-9'-(3',3'-difluoro-[1,4'-bipiperidin]-4-yl)-5'H-spiro[cyclohexane-1,7'-indolo[1,2-a]quinazolin]-5'-one ClC=1C=2C(N=C3N(C2C=CC1)C1=CC=C(C=C1C31CCCCC1)C1CCN(CC1)C1C(CNCC1)(F)F)=O